CN1N=CC=C1C=1C=NC=2CC(NC(C2C1)([2H])[2H])([2H])[2H] 3-(1-methyl-1H-pyrazol-5-yl)-5,6,7,8-tetrahydro-1,6-naphthyridine-5,5,7,7-d4